C1(CCC1)C=1C(=NN(C1NC(C[C@@H]1C(C(C1)(F)F)(F)F)=O)C)C1=C(C=C(C(=C1)F)F)F (S)-N-(4-cyclobutyl-1-methyl-3-(2,4,5-trifluorophenyl)-1H-pyrazol-5-yl)-2-(2,2,3,3-tetrafluorocyclobutyl)acetamide